CC1=CC(=CC2=C1N=C(S2)NC(=O)C2CCN(CC2)S(=O)(=O)C2=CC(=CC=C2)F)C N-(4,6-dimethylbenzo[d]thiazol-2-yl)-1-((3-fluorophenyl)sulfonyl)piperidine-4-carboxamide